methyl 4-(6-(3,5-dimethylisoxazol-4-yl)-1-(pyridazin-3-ylmethyl)-1H-pyrrolo[3,2-b]pyridin-3-yl)benzoate CC1=NOC(=C1C=1C=C2C(=NC1)C(=CN2CC=2N=NC=CC2)C2=CC=C(C(=O)OC)C=C2)C